p-phenylenediamine oxide C1(=CC=C(C=C1)[NH2]=O)N